2-isopropyl-N-(4-methoxyphenethyl)-5,5-dimethylcyclohexanecarboxamide C(C)(C)C1C(CC(CC1)(C)C)C(=O)NCCC1=CC=C(C=C1)OC